potassium (1-tert-butoxycarbonyl-4-piperidyl)-trifluoro-boranuide C(C)(C)(C)OC(=O)N1CCC(CC1)[B-](F)(F)F.[K+]